(1R,2S,3R,5R)-3-{5-bromopyrrolo[2,3-d]pyrimidin-7-yl}-5-[{{3-[(2-phenylethyl)amino]propyl}amino}methyl]cyclopentane-1,2-diol BrC1=CN(C=2N=CN=CC21)[C@H]2[C@@H]([C@@H]([C@H](C2)CNCCCNCCC2=CC=CC=C2)O)O